Methyl (S)-4-(2-((R)-2,2-difluorocyclopropyl)-3-fluorophenyl)-2-methyl-5-oxo-1,4,5,7-tetrahydrofuro[3,4-b]pyridine-3-carboxylate FC1([C@H](C1)C1=C(C=CC=C1F)[C@@H]1C2=C(NC(=C1C(=O)OC)C)COC2=O)F